4-(methylsulfonyloxy)azepane-1-carboxylic acid tert-butyl ester C(C)(C)(C)OC(=O)N1CCC(CCC1)OS(=O)(=O)C